tert-butyl 2-((1S,2R,3R,6S,8S)-2-(nitromethyl)tricyclo[4.2.1.03,8]nonan-2-yl)acetate [N+](=O)([O-])C[C@]1([C@@H]2[C@H]3C[C@H](CC[C@@H]13)C2)CC(=O)OC(C)(C)C